2-[(1R)-1-[[2-[(2,5-dichlorobenzoyl)amino]acetyl]amino]-3-methyl-butyl]-5-oxo-1,3,2-dioxaborolan-4,4-diacetic acid ClC1=C(C(=O)NCC(=O)N[C@@H](CC(C)C)B2OC(C(O2)(CC(=O)O)CC(=O)O)=O)C=C(C=C1)Cl